NC1=C(C=C(C(=C1)F)O)C(C)=O 1-(2-amino-4-fluoro-5-hydroxyphenyl)ethan-1-one